2,3-dicyano-1,4-benzoquinone C(#N)C=1C(C=CC(C1C#N)=O)=O